7-isopropoxy-2-(1-methyl-2-oxabicyclo[2.1.1]hexan-4-yl)-N-(1-((1S,2S)-2-methylcyclopropyl)-2-oxo-1,2-dihydropyridin-3-yl)imidazo[1,2-a]pyridine-6-carboxamide C(C)(C)OC1=CC=2N(C=C1C(=O)NC=1C(N(C=CC1)[C@@H]1[C@H](C1)C)=O)C=C(N2)C21COC(C2)(C1)C